CN1C(=CC2=C(C=CC(=C12)Cl)NC=1C=NC(=CC1)OC)C(=O)NS(=O)(=O)C1=CC=C(C=C1)OC 1-methyl-4-((6-methoxypyridin-3-yl)amino)-7-chloro-N-(4-methoxyphenylsulphonyl)-indole-2-carboxamide